P(=O)(O)(O)OCC(C(=O)[O-])=O 3-phosphonooxypyruvate